tert-butyl (2-(((1-(4-methoxybenzyl)-2,3-dioxo-4-(1-m-methylphenylpiperidin-4-yl) Indolin-5-yl)methyl)(methyl)amino)ethyl)(methyl)carbamate COC1=CC=C(CN2C(C(C3=C(C(=CC=C23)CN(CCN(C(OC(C)(C)C)=O)C)C)C2CCN(CC2)C2=CC(=CC=C2)C)=O)=O)C=C1